ClC1=C(C=CC(=C1)F)C1=CC=NC2=CC(=CC=C12)O[C@@H](C(=O)N1CCC2(COC2)C1)C (2R)-2-[[4-(2-chloro-4-fluoro-phenyl)-7-quinolyl]oxy]-1-(2-oxa-7-azaspiro[3.4]octan-7-yl)propan-1-one